3-methoxy-N-phenylaniline COC1=CC=CC(=C1)NC2=CC=CC=C2